[Si](C)(C)(C(C)(C)C)C#CC=1C(=CC(=NC1)N1N=CC=2C1=NC=C(C2)C#N)NC2CCCC2 1-(5-((tert-butyldimethylsilyl)ethynyl)-4-(cyclopentylamino)pyridin-2-yl)-1H-pyrazolo[3,4-b]pyridine-5-carbonitrile